FC=1C(=NC=CC1C1=C(C=2CCC2C=C1)O)OC 3-(3-fluoro-2-methoxypyridin-4-yl)bicyclo[4.2.0]Oct-1(6),2,4-trien-2-ol